N4-Ethyl-Cytosin C(C)NC1=NC(NC=C1)=O